COCOC1=C(C=CC(=C1)N1N=NC=C1C)B(O)O (2-(methoxymethoxy)-4-(5-methyl-1H-1,2,3-triazol-1-yl)phenyl)boronic acid